1-azacyclooctane N1CCCCCCC1